ClC=1C(=CC2=C(N(C(C(N2C)=O)=O)C2CCN(CC2)C2=NC=C(C=N2)CN2CCOCC2)N1)Cl 6,7-dichloro-1-methyl-4-(1-(5-(morpholinomethyl)pyrimidin-2-yl)piperidin-4-yl)-1,4-dihydropyrido[2,3-b]pyrazine-2,3-dione